[Cl-].C[N+](CCC)(CCC)CCC N-methyl-N,N,N-tripropylammonium chloride